N-(4'-amino-[1,1'-biphenyl]-4-yl)-6-azidocaproylamine NC1=CC=C(C=C1)C1=CC=C(C=C1)NC(CCCCCN=[N+]=[N-])=O